BrC1=NC=CC(=C1)N1CCN(CC1)C(=O)OC(C)(C)C tert-butyl 4-(2-bromo-4-pyridyl)piperazine-1-carboxylate